C(#N)CN1N=C(C=C1)C(=O)OCC ethyl 1-(cyanomethyl)-1H-pyrazole-3-carboxylate